N-(1,2,3,4-tetrahydro-isoquinolin-7-yl)-2-chloro-3-trifluoromethyl-benzamide hydrochloride Cl.C1NCCC2=CC=C(C=C12)NC(C1=C(C(=CC=C1)C(F)(F)F)Cl)=O